C(CCCCCCC)C(CCCCCCCCCCC)O Octyl-dodecanol